COC=1C=C2C(=CC=NC2=CC1)O[C@@H]1CN(CC1)CC(=O)N1[C@@H](CCC1)C#N (S)-1-(2-((S)-3-((6-Methoxychinolin-4-yl)oxy)pyrrolidin-1-yl)acetyl)pyrrolidin-2-carbonitril